N-tert-butoxycarbonyl-N'-tert-butoxycarbonyl-L-ornithine C(C)(C)(C)OC(=O)N[C@@H](CCCNC(=O)OC(C)(C)C)C(=O)O